3-(7-((1,1-dioxidotetrahydro-2H-thiopyran-4-yl)amino)-3-(thiazol-4-yl)benzo[b]thiophen-2-yl)prop-2-yn O=S1(CCC(CC1)NC1=CC=CC2=C1SC(=C2C=2N=CSC2)C#CC)=O